(2-hydroxyethyl)acrylamide OCCC(C(=O)N)=C